ClC1=CC2=C(N(C(N2C2CCN(CC2)CC2=CC=C(C=C2)C(F)(F)F)=O)CCN2CCOCC2)C=C1Cl 5,6-dichloro-1-(2-morpholinoethyl)-3-(1-(4-(trifluoromethyl)benzyl)piperidin-4-yl)-1,3-dihydro-2H-benzo[d]imidazol-2-one